(2S)-2-amino-N-cyclopropyl-3-hydroxy-propionamide hydrochloride Cl.N[C@H](C(=O)NC1CC1)CO